C(C)(C)(C)OC(=O)N1C[C@H]([C@@H](C1)OC)NC=1C=C2CN3[C@@H](C2=CC1Br)CN(C[C@H]3C)C3=C1C=CC=NC1=C(C=C3)C#N (3R,4R)-3-[[(4R,10bS)-9-bromo-2-(8-cyano-5-quinolinyl)-4-methyl-3,4,6,10b-tetrahydro-1H-pyrazino[2,1-a]isoindol-8-yl]amino]-4-methoxy-pyrrolidine-1-carboxylic acid tert-butyl ester